ClC1=CC(=C(C=C1)NC=O)C=O N-(4-chloro-2-formylphenyl)carboxamide